4-((1-(3-(difluoromethyl)-2-fluorophenyl)ethyl)amino)-2-methyl-6-(tetrahydro-2H-thiopyran-4-yl)pyrido[2,3-d]pyrimidin-7(8H)-one FC(C=1C(=C(C=CC1)C(C)NC=1C2=C(N=C(N1)C)NC(C(=C2)C2CCSCC2)=O)F)F